N(=[N+]=[N-])CCCN1C[C@@H](CC1)N1CN=C(C(=C1)Cl)C1=CNC=C1C (R)-N-(1-(3-azidopropyl)pyrrolidin-3-yl)-5-chloro-4-(4-methyl-1H-pyrrol-3-yl)pyrimidine